4-phenylbenzo[H]quinolin-2(1H)-one C1(=CC=CC=C1)C1=CC(NC2=C3C(=CC=C12)C=CC=C3)=O